2-methoxy-4-(2-propenyl)-phenol COC1=C(C=CC(=C1)CC=C)O